(RS)-ketoprofen OC(=O)[C@H](C)C1=CC(C(=O)C2=CC=CC=C2)=CC=C1 |r|